NC1=NN2C(C=CC=C2C2=CC=C(C=C2)N2CCN(CC2)C(=O)NC=2N=C(SC2)C#C)=N1 4-(4-(2-amino-[1,2,4]triazolo[1,5-a]pyridin-5-yl)phenyl)-N-(2-ethynyl-thiazol-4-yl)-piperazine-1-carboxamide